CC1=NC2=CC=CC=C2C(=C1)C1=C2CCN(CC2=CC=C1)C(C)=O 1-(5-(2-methylquinolin-4-yl)-3,4-dihydroisoquinolin-2(1H)-yl)ethan-1-one